4-methylsulfonyl-N-(N-(4-(trifluoromethoxy)phenyl)carbamimidoyl)piperidine-1-carboxamidine CS(=O)(=O)C1CCN(CC1)C(=N)NC(NC1=CC=C(C=C1)OC(F)(F)F)=N